BrC1C2(CC3=CC=CC=C13)C1=CC=CC=C1C=1C=CC=CC12 bromo-1',3'-dihydrospiro[fluorene-9,2'-indene]